[3-(4-aminocinnolin-7-yl)-4-[4-(difluoromethyl)pyrazol-1-yl]phenyl]boronic acid NC1=CN=NC2=CC(=CC=C12)C=1C=C(C=CC1N1N=CC(=C1)C(F)F)B(O)O